ethyl 2-((ethoxycarbonyl)amino)benzoate C(C)OC(=O)NC1=C(C(=O)OCC)C=CC=C1